C(C)(=O)OCC1=C(C=CC(=C1)OC1=CC=C(C=C1)C#N)B1OC(C)(C)C(C)(C)O1 2-acetoxymethyl-4-(4-cyanophenoxy)phenylboronic acid pinacol ester